CNC1CCCC=C1 methyltetrahydroaniline